FC=1C=CC=C2CO[C@@H](C12)CNC (S)-1-(7-fluoro-1,3-dihydroisobenzofuran-1-yl)-N-methylmethanamine